2-(3-(((4-(2-((6-(isoxazol-4-yl)-1H-pyrazolo[4,3-c]pyridin-4-yl)amino)ethoxy)butyl)amino)methyl)-5-(trifluoromethoxy)phenoxy)ethanol O1N=CC(=C1)C1=CC2=C(C(=N1)NCCOCCCCNCC=1C=C(OCCO)C=C(C1)OC(F)(F)F)C=NN2